2-methyl-3-butenoic acid CC(C(=O)O)C=C